4-methyl-N-(2-(4,7,10-trimethyl-1,4,7,10-tetraazacyclododecan-1-yl)ethyl)benzenesulfonamide CC1=CC=C(C=C1)S(=O)(=O)NCCN1CCN(CCN(CCN(CC1)C)C)C